N-{[4-(6-methylpyrazine-2-sulfonyl)phenyl]methyl}imidazo[1,2-a]pyrimidine-6-carboxamide CC1=CN=CC(=N1)S(=O)(=O)C1=CC=C(C=C1)CNC(=O)C=1C=NC=2N(C1)C=CN2